fluoro-uridine-3'-phosphate P(=O)(O)(O)O[C@H]1[C@H]([C@@](O[C@@H]1CO)(N1C(=O)NC(=O)C=C1)F)O